hept-4-enoic acid ethyl ester C(C)OC(CCC=CCC)=O